cyclohexylmethyl 5-acetyl-4-(5-chlorobenzo[b]thiophen-3-yl)-2,6-dimethyl-1,4-dihydropyridine-3-carboxylate C(C)(=O)C=1C(C(=C(NC1C)C)C(=O)OCC1CCCCC1)C=1C2=C(SC1)C=CC(=C2)Cl